[O-2].[Mg+2].[Al+3] ALUMINIUM-MAGNESIUM-OXID